2-fluoro-4-((1-(5-fluoro-6-Methylpyridin-3-yl)-1H-pyrazol-3-yl)oxy)phenylcarbamate FC1=C(C=CC(=C1)OC1=NN(C=C1)C=1C=NC(=C(C1)F)C)NC([O-])=O